(2S)-1-[(2-chloro-1,3-benzothiazol-5-yl)methyl]piperidine-2-carboxylic acid methyl ester COC(=O)[C@H]1N(CCCC1)CC=1C=CC2=C(N=C(S2)Cl)C1